C(CC)SCCC PropylSulfide